methyl 2,4,6-tri-O-benzyl-3-C-cyano-3-O-phenoxythiocarbonyl-α-D-gulopyranoside C(C1=CC=CC=C1)O[C@H]1[C@@H](OC)O[C@@H]([C@@H]([C@]1(OC(=S)OC1=CC=CC=C1)C#N)OCC1=CC=CC=C1)COCC1=CC=CC=C1